Cl.C[C@@H]1COC[C@H](N1C=O)C ((3r,5r)-3,5-dimethylmorpholino)methanone hydrochloride